1a,2,5,5a-tetrahydro-1H-2,3-diaza-cyclopropa[a]pentalene-4-carboxylic acid (tetrahydro-pyran-4-ylmethyl)-amide O1CCC(CC1)CNC(=O)C=1C=2CC3C(C2NN1)C3